3,9-diethylidene-2,4,8,10-tetraoxaspiro[5.5]undecane C(C)=C1OCC2(CO1)COC(OC2)=CC